C(C1=CC=CC=C1)OC=1C=CC2=C(C(=C(O2)C)C(=O)NCC=2C=NC=CC2)C1 5-(benzyloxy)-2-methyl-N-(pyridin-3-ylmethyl)benzofuran-3-carboxamide